2,3-dimethyl-6,7-dichloro-1,4-naphthoquinone CC=1C(C2=CC(=C(C=C2C(C1C)=O)Cl)Cl)=O